C(C)(C)(C)OC(=O)N1CCC(CC1)(C(=O)NNC(C1=NC(=CC=C1)C(F)(F)F)=O)F.C1(=CC=CC=C1)P(C1=C(SC=C1P(C1=CC=CC=C1)C1=CC=CC=C1)C1CCCCC1)C1=CC=CC=C1 3,4-bis(di-phenylphosphino)-2-cyclohexyl-thiophene tert-butyl-4-fluoro-4-(2-(6-(trifluoromethyl)picolinoyl)hydrazine-1-carbonyl)piperidine-1-carboxylate